C(CCCCCCCCCCCCCCCCC)(=O)OCC(CO)O 2,3-Dihydroxypropyl octadecanoate